C1N(CC[C@]12NCCCC2)C2=C1C(=NC=C2)N(C=C1C=1C=NC=NC1)COCC[Si](C)(C)C 2-[[4-[(5S)-2,6-diazaspiro[4.5]decan-2-yl]-3-pyrimidin-5-yl-pyrrolo[2,3-b]pyridin-1-yl]methoxy]ethyl-trimethyl-silane